Methyl-2-[4-methoxy-2-(trifluoromethyl)phenyl]-5-[1-(phenylsulfonyl)-1H-pyrrolo[2,3-b]pyridin-4-yl]-1H-pyrrole-3-carboxylate COC(=O)C1=C(NC(=C1)C1=C2C(=NC=C1)N(C=C2)S(=O)(=O)C2=CC=CC=C2)C2=C(C=C(C=C2)OC)C(F)(F)F